carbonylfluorosulfonamide potassium salt [K].C(=O)=NS(=O)(=O)F